methyl-3-nonylicos-11-en-1-amine CC(CC(CCCCCCCC=CCCCCCCCC)CCCCCCCCC)N